BrC1=CC=C(C=C1)P(C1=NC2=CC=CC=C2C(=C1)C(F)F)C1=CC=C(C=C1)Br bis(4-bromophenyl)(4-difluoromethyl-quinolin-2-yl)phosphorus